5-oxo-1,4,5,6,7,8-hexahydroquinoline-3-carboxylate O=C1C=2CC(=CNC2CCC1)C(=O)[O-]